(4-chloro-5,7-dihydro-6H-pyrrolo[3,4-b]pyridin-6-yl)-2-(2-chlorophenyl)-4,5,6,7-tetrahydro-1H-benzo[d]imidazole ClC1=C2C(=NC=C1)CN(C2)N2C(=NC1=C2CCCC1)C1=C(C=CC=C1)Cl